4-(4-((5-bromopyridin-3-yl)oxy)-7-(pyridin-3-yl)-6,7-dihydro-5H-pyrrolo[2,3-d]pyrimidin-2-yl)morpholine BrC=1C=C(C=NC1)OC=1C2=C(N=C(N1)N1CCOCC1)N(CC2)C=2C=NC=CC2